BrC1=C(C=C(C(=O)N2CC=3N(CC2)C(N(C3C(=O)N[C@H](CC)C3=CC=CC=C3)C3=CC=C(C=C3)OC)=O)C=C1)Cl |r| 7-(4-bromo-3-chloro-benzoyl)-2-(4-methoxyphenyl)-3-oxo-N-[rac-(1R)-1-phenylpropyl]-6,8-dihydro-5H-imidazo[1,5-a]pyrazine-1-carboxamide